BrCC1=C(C(=O)OC)C=C(C=C1)CBr methyl 2,5-dibromomethylbenzoate